N-[4-[4-(3,3-difluoro-4-piperidyl)phenoxy]-6-(2,6-dimethylphenyl)pyrimidin-2-yl]-1-methyl-pyrazole-4-sulfonamide FC1(CNCCC1C1=CC=C(OC2=NC(=NC(=C2)C2=C(C=CC=C2C)C)NS(=O)(=O)C=2C=NN(C2)C)C=C1)F